NC=1C(=NN(C1C(=O)OCC)C1=CC=C(C=C1)CNC(C1=C(C=CC(=C1)F)OC)=O)C=1CCN(CC1)C(=O)OC(C)(C)C tert-butyl 4-(4-amino-5-(ethoxycarbonyl)-1-(4-((5-fluoro-2-methoxybenzamido)methyl)phenyl)-1H-pyrazol-3-yl)-3,6-dihydropyridine-1(2H)-carboxylate